C(C)(C)(C)OC(=O)N1CCC(CC1)CNC1CC(C1)OC=1C=C(C(C(=O)OC)=CC1)C(=O)OC dimethyl 4-((1r,3r)-3-(((1-(tert-butoxycarbonyl)piperidin-4-yl)methyl)amino)cyclobutoxy)phthalate